3,6,9,12,15,18-heneicosahexaenoic acid C(CC=CCC=CCC=CCC=CCC=CCC=CCC)(=O)O